diaminododecanedioic acid NC(C(=O)O)(CCCCCCCCCC(=O)O)N